N1-(3-methyl-5-(trifluoromethyl)phenyl)-N2-(1H-pyrrolo[3,2-c]pyridin-3-yl)oxalamide CC=1C=C(C=C(C1)C(F)(F)F)NC(C(=O)NC1=CNC2=C1C=NC=C2)=O